2-(3,5-dichloro-4-((2-(2-methoxyethyl)-1-oxo-1,2,3,4-Tetrahydroisoquinolin-6-yl)oxy)phenyl)hydrazine ClC=1C=C(C=C(C1OC=1C=C2CCN(C(C2=CC1)=O)CCOC)Cl)NN